Cl.CC1=NC=CC(=C1)C1CNCCO1 2-(2-methyl-4-pyridinyl)morpholine hydrochloride